C(C1=CC=CC=C1)(=O)[O-] toluenoate